2,4-Dinitrophenyl-Hydrazine [N+](=O)([O-])C1=C(C=CC(=C1)[N+](=O)[O-])NN